C(C1=CC=CC=C1)N1C(C(=CC2=C(C(=NC(=C12)C=1C=NC=CC1)C(=O)NCCC(=O)O)O)CC1=CC=CC=C1)=O 3-[(1,3-Dibenzyl-5-hydroxy-2-oxo-8-pyridin-3-yl-1,2-dihydro-[1,7]naphthyridine-6-carbonyl)-amino]-propionic acid